3-(didecylamino)propanoate C(CCCCCCCCC)N(CCC(=O)[O-])CCCCCCCCCC